methyl 2-{[(E)-{2-chloro-4-fluoro-5-[3-methyl-2,6-dioxo-4-(trifluoromethyl)-3,6-dihydropyrimidin-1(2H)-yl] benzylidene} amino] oxy}-2-methylpropanoate ClC1=C(\C=N\OC(C(=O)OC)(C)C)C=C(C(=C1)F)N1C(N(C(=CC1=O)C(F)(F)F)C)=O